OC=1C=C2CC[C@]3(CCCC4=CC=CC=C34)[C@@H](C2=CC1)C1=CC=C(C=C1)N1CCC(CC1)C=O 1-(4-((1R,1'S)-6'-hydroxy-3,3',4,4'-tetrahydro-1'H,2H-1,2'-spirobi[naphthalen]-1'-yl)phenyl)piperidine-4-carbaldehyde